2-((1-methyl-1H-pyrazol-5-yl)amino)pyrimidin CN1N=CC=C1NC1=NC=CC=N1